NC1=C(C=C(C(=C1)Cl)Cl)C(=O)N1CCC(CC1)C1=C2C(=NC=C1)NC(=N2)C2CCOCC2 (2-amino-4,5-dichloro-phenyl)-[4-(2-tetrahydropyran-4-yl-3H-imidazo[4,5-b]pyridin-7-yl)-1-piperidyl]methanone